CC1([C@@H](C1)C(=O)NC1=CC(=C(N=N1)C(=O)NC([2H])([2H])[2H])NC1=C(C(=CC=C1)C1=NN(C=N1)C)OC)C (R)-6-(2,2-dimethylcyclopropane-1-carboxamido)-4-((2-methoxy-3-(1-methyl-1H-1,2,4-triazol-3-yl)phenyl)amino)-N-(methyl-d3)Pyridazine-3-carboxamide